4H-imidazo[4,5-b]Indole-7-carboxylic acid N1=CN=C2NC3=CC=C(CC3=C21)C(=O)O